1-(6-isopropylpyridin-3-yl)ethan-1-ol C(C)(C)C1=CC=C(C=N1)C(C)O